2-{[4-[4-(2-methoxy-phenyl)-piperidin-1-yl]-2-(1-methyl-cyclopentyl)-quinazolin-6-yl]-methyl-amino}-ethanol COC1=C(C=CC=C1)C1CCN(CC1)C1=NC(=NC2=CC=C(C=C12)N(CCO)C)C1(CCCC1)C